NC=1C(=CC(=C(C1)O)F)F 5-amino-2,4-difluorophenol